C(C)OC(NSCNC1=CC(=CC=C1)OC)=O N-[(3-methoxyphenyl)aminomethylthio]carbamic acid ethyl ester